4-Chloro-5-ethyl-3-iodo-1-methyl-1H-pyrrolo[3,2-c]pyridin-5-ium ClC1=[N+](C=CC2=C1C(=CN2C)I)CC